FC(OC1=CC=C(C=C1)C1CN(C1)C(=O)N1C[C@@H]2[C@@H](OCC(N2)=O)CC1)(F)F (4aR,8aS)-6-[3-[4-(Trifluoromethoxy)phenyl]azetidine-1-carbonyl]-4,4a,5,7,8,8a-hexahydropyrido[4,3-b][1,4]oxazin-3-one